NC1=NC(=CC(=N1)N1CCC2(C[C@H](NC2)C(=O)OCC)CC1)O[C@@H](C(F)(F)F)C1=C(C=C(C=C1)C1=CC(=CC=C1)OC(C)C)N1N=C(C=C1)C (S)-ethyl 8-(2-amino-6-((R)-2,2,2-trifluoro-1-(3'-isopropoxy-3-(3-methyl-1H-pyrazol-1-yl)-[1,1'-biphenyl]-4-yl)ethoxy)pyrimidin-4-yl)-2,8-diazaspiro[4.5]decane-3-carboxylate